4-methyl-1,2,3-thiadiazol-5-carboxylic acid CC=1N=NSC1C(=O)O